FC=1C(=C(C=C(C1)C(C)(C)OC)C(C(=O)O)N1C[C@@H](CC1)OCCCCCC1=NC=2NCCCC2C=C1)OC 2-(3-fluoro-2-methoxy-5-(2-methoxypropan-2-yl)phenyl)-2-((R)-3-((5-(5,6,7,8-tetrahydro-1,8-naphthyridin-2-yl)pentyl)oxy)pyrrolidin-1-yl)acetic acid